[N+](=O)([O-])C(CO)(CO)C1=CC=CC=C1 2-nitro-2-phenyl-1,3-propylene glycol